COC1=C(CN(CC(N)C2=CC=C(C=C2)F)C)C=CC(=C1)OC N1-(2,4-dimethoxybenzyl)-2-(4-fluorophenyl)-N1-methylethane-1,2-diamine